tert-butyl 3-[4,8-difluoro-6-(hydroxymethyl)-6,7-dihydro-5H-cyclopenta[f]benzotriazol-2-yl]azetidine-1-carboxylate FC1=C2C(=C(C3=NN(N=C31)C3CN(C3)C(=O)OC(C)(C)C)F)CC(C2)CO